N-(3-bromo-2-methyl-phenyl)-5-[2-[tert-butyl(dimethyl)silyl]oxyethyl]-6,7-dihydro-4H-pyrazolo[1,5-a]pyrazine-2-carboxamide BrC=1C(=C(C=CC1)NC(=O)C1=NN2C(CN(CC2)CCO[Si](C)(C)C(C)(C)C)=C1)C